(4aR,10aR)-1-N-propyl-2H,3H,4aH,5H,10aH-benzo[g]quinoline-6,7-diol C(CC)N1CCC[C@@H]2CC3=C(C[C@@H]12)C=CC(=C3O)O